(3R)-3-aminocyclopentanone N[C@H]1CC(CC1)=O